(R)-N-((R)-1-(5-bromo-3-methoxypyrazin-2-yl)ethyl)-2-methylpropane-2-sulfinamide BrC=1N=C(C(=NC1)[C@@H](C)N[S@](=O)C(C)(C)C)OC